8-acetyl-2-(bicyclo[1.1.1]pentan-1-yl)-3,6-dimethylquinazolin-4(3H)-one C(C)(=O)C=1C=C(C=C2C(N(C(=NC12)C12CC(C1)C2)C)=O)C